Zinc oxalate Zirconium [Zr+4].C(C(=O)[O-])(=O)[O-].[Zn+2].C(C(=O)[O-])(=O)[O-].C(C(=O)[O-])(=O)[O-]